NC=1C=C(CC=2C(=NC=3N(C2N(C)C)N=CN3)C)C=CC1 6-(3-aminobenzyl)-N,N,5-trimethyl-[1,2,4]triazolo[1,5-a]pyrimidin-7-amine